FC(C1=C(CC2=C3N=C(C(=NC3=CC=C2)N)NC2CCN(CC2)C(=O)OC(C)(C)C)C=CC(=C1)C(F)(F)F)(F)F (2,4-bistrifluoromethylbenzyl)-N3-(1-tert-Butoxycarbonylpiperidin-4-yl)quinoxaline-2,3-diamine